ClC1=C(C=CC=C1F)C(OC=1C=NC(=NC1)C(=O)OC)C1CN(C1)CC(F)(F)F Methyl 5-((2-chloro-3-fluorophenyl)(1-(2,2,2-trifluoroethyl)azetidin-3-yl)methoxy)pyrimidine-2-carboxylate